FC1=C(CN2C=NN(C2=O)C2=CC(=C(OC3=C(C(=NO3)C(=O)N)C)C=C2)F)C(=CC=C1)F 5-(4-(4-(2,6-difluorobenzyl)-5-oxo-4,5-dihydro-1H-1,2,4-triazol-1-yl)-2-fluorophenoxy)-4-methyl-isoxazole-3-carboxamide